C(C)C1=C(C=C(C(=C1)[N+](=O)[O-])OC)F 1-ethyl-2-fluoro-4-methoxy-5-nitro-benzene